COC1=C2CCC(CC2=C(C=C1OC)OC)N 5,6,8-trimethoxy-1,2,3,4-tetrahydronaphthalen-2-amine